3-(8-phenyl-1,4-dioxaspiro[4.5]decan-8-yl)propanenitrile C1(=CC=CC=C1)C1(CCC2(OCCO2)CC1)CCC#N